(4-fluoro-benzyl)-proline FC1=CC=C(CN2[C@@H](CCC2)C(=O)O)C=C1